3-bromomethyl-2-cyclopropyl-4-(4'-fluorophenyl)quinoline BrCC=1C(=NC2=CC=CC=C2C1C1=CC=C(C=C1)F)C1CC1